(R)-6-benzyl-2,9-diphenyl-8-vinyl-6,7,8,9-tetrahydro-5H-pyrimido[4,5-e][1,4]Diazepin-5-one C(C1=CC=CC=C1)N1C[C@H](N(C2=C(C1=O)C=NC(=N2)C2=CC=CC=C2)C2=CC=CC=C2)C=C